NC1=NC=CC(=C1Cl)SC1=CN=C(C(N1)=O)N1CCC2(CCC[C@@H]2N)CC1 (S)-6-((2-amino-3-chloropyridin-4-yl)thio)-3-(1-amino-8-azaspiro[4.5]decan-8-yl)pyrazin-2(1H)-one